BrC1=CC=CC=2OC(OC21)(F)F 4-bromo-2,2-difluoro-benzo[1,3]Dioxole